cis-8-dimethylamino-3-[6-morpholin-4-yl-5-(trifluoromethyl)-pyridin-3-yl]-8-phenyl-1,3-diazaspiro[4.5]decan-2-one CN(C1(CCC2(CN(C(N2)=O)C=2C=NC(=C(C2)C(F)(F)F)N2CCOCC2)CC1)C1=CC=CC=C1)C